epoxyphenol C1(=C2C(=CC=C1)O2)O